COC1=CC=C(CSC2=C(N=NN2)C(=O)O)C=C1 5-((4-methoxybenzyl)thio)-1H-1,2,3-triazole-4-carboxylic acid